C(=O)(O)CCCCCCCCCCC(CCCCCC)OC(=O)C1C(O1)C(=O)O 3-(((17-carboxyheptadec-7-yl)oxy)carbonyl)oxirane-2-carboxylic acid